1-cyclopentyl-5-(1H-tetrazol-5-yl)-1H-indole-3-carbonitrile C1(CCCC1)N1C=C(C2=CC(=CC=C12)C1=NN=NN1)C#N